2H-cyclohepta[4,5]thieno[2,3-d]pyrimidine-2,4(3H)-dione N=1C(NC(C=2C1SC=1C2C=CC=CC1)=O)=O